2-pentylheptyl 6-(2-(decanoyloxy)ethyl)-3-ethyl-12-hexyl-10-oxo-9,11-dioxa-3,6-diazahexadecan-16-oate C(CCCCCCCCC)(=O)OCCN(CCN(CC)CC)CCOC(OC(CCCC(=O)OCC(CCCCC)CCCCC)CCCCCC)=O